ClC1=CC(=CC=2CN(CCOC21)CC=2C=NC(=NC2)NS(=O)(=O)C)N2C=CC1=CC(=CC=C21)F N-(5-((9-chloro-7-(5-fluoro-1H-indol-1-yl)-2,3-dihydrobenzo[f][1,4]oxazepin-4(5H)-yl)methyl)pyrimidin-2-yl)methanesulfonamide